Cl.ClC1=C(C=CC=C1C=1C=NC(=CC1)C1CC1)[C@@]1(CC(N(C(N1)=N)[C@@H]1C[C@H](S(CC1)(=O)=O)C)=O)C |o1:24,26| (6S)-6-[2-Chloro-3-(6-cyclopropyl-pyridin-3-yl)phenyl]-2-imino-6-methyl-3-[(2R*,4S*)-2-methyl-1,1-dioxothian-4-yl]hexahydro-pyrimidin-4-one hydrochloride